5-Cyclopropyl-8-(4-ethoxy-3-methyl-phenyl)-4-[(1-naphthyl)methyl]-2-oxo-7-thia-1-azabicyclo[4.3.0]nona-3,5,8-triene-9-carboxylic acid C1(CC1)C=1C(=CC(N2C(=C(SC12)C1=CC(=C(C=C1)OCC)C)C(=O)O)=O)CC1=CC=CC2=CC=CC=C12